ClC1=C(C(=O)NC(NC2=CC=CC=C2)=O)C(=CC(=N1)C(F)(F)F)OC 2-Chloro-4-methoxy-N-(phenylcarbamoyl)-6-(trifluoromethyl)nicotinamide